(6R,8S)-N-(5-chloro-6-(2H-1,2,3-triazol-2-yl)pyridin-3-yl)-8-(1-cyclopropyl-1H-pyrazol-4-yl)-2-fluoro-8-methyl-7,8-dihydro-6H-cyclopenta[e]pyrazolo[1,5-a]pyrimidine-6-carboxamide ClC=1C=C(C=NC1N1N=CC=N1)NC(=O)[C@@H]1C[C@@](C2=C1C=NC=1N2N=C(C1)F)(C)C=1C=NN(C1)C1CC1